Cl.C(C)OC([C@H]([C@@H](CC)C1=C2C(NNCC2=CC=C1)=O)C)=O (2S,3R)-2-methyl-3-(4-oxo-2,3-dihydro-1H-phthalazin-5-yl)pentanoic acid ethyl ester hydrochloride